NC1CCC(CC1)NC1=NC=CC(=N1)C=1C=NC=CC1OC1=C(C=C(C=C1)NS(=O)(=O)C1=C(C=CC=C1)C1=CC=CC=C1)F N-[4-[[3-[2-(1r,4r)-[(4-Aminocyclohexyl)amino]pyrimidin-4-yl]-4-pyridyl]oxy]-3-fluorophenyl]2-phenylbenzenesulfonamide